C(C1=CC=CC=C1)C1CC(=NO1)C1=C(C(=O)C2=CC=CC=C2)C=CC=C1 (5-benzyl-4,5-dihydroisoxazol-3-yl)benzophenone